1-(4-benzoylpiperazin-1-yl)-2-(4-methoxy-1H-pyrrolo[2,3-b]pyridin-3-yl)ethane C(C1=CC=CC=C1)(=O)N1CCN(CC1)CCC1=CNC2=NC=CC(=C21)OC